tert-butyl N-[rac-(1R,3S)-3-[6-cyano-2-(3-fluoro-2-pyridyl)imidazo[4,5-c]pyridin-3-yl]cyclohexyl]carbamate C(#N)C1=CC2=C(C=N1)N(C(=N2)C2=NC=CC=C2F)[C@@H]2C[C@@H](CCC2)NC(OC(C)(C)C)=O |r|